S(OC1=CC(=CC=C1)C=1N=NN(C1)C1=CC=C(C=C1)NC(C)=O)(=O)(=O)F 3-(1-(4-acetamidophenyl)-1H-1,2,3-triazol-4-yl)phenyl sulfurofluoridate